3-(4-((2,5-dichloropyrimidin-4-yl)amino)-3-methoxyphenyl)piperidine-1-carboxylic acid tert-butyl ester C(C)(C)(C)OC(=O)N1CC(CCC1)C1=CC(=C(C=C1)NC1=NC(=NC=C1Cl)Cl)OC